FC(C=1C=C2C(N(C(C2=CC1)COC)C(=O)OC(C)(C)C)=O)F tert-butyl 5-(difluoromethyl)-1-(methoxymethyl)-3-oxoisoindoline-2-carboxylate